5-(4-chloro-2-fluorophenyl)-7-((2r,4s)-2-(1-cyclopropyl-1H-pyrazol-4-yl)tetrahydro-2H-pyran-4-yl)-2,3-dimethylpyrido[4,3-d]pyrimidin-4(3H)-one ClC1=CC(=C(C=C1)C1=NC(=CC=2N=C(N(C(C21)=O)C)C)[C@@H]2C[C@@H](OCC2)C=2C=NN(C2)C2CC2)F